NC/C(/COC=1C=NC(=NC1)N1CCC2(CCCN(C2=O)C)CC1)=C\F 9-[5-[(E)-2-(aminomethyl)-3-fluoro-allyloxy]pyrimidin-2-yl]-2-methyl-2,9-diazaspiro[5.5]undecan-1-one